3-[5-amino-6-(difluoromethoxy)pyridin-2-yl]-1H-indole-7-carbonitrile NC=1C=CC(=NC1OC(F)F)C1=CNC2=C(C=CC=C12)C#N